trans-dimethylsilanediyl-[2-methyl-4,8-bis(3,5-dimethylphenyl)-1,5,6,7-tetrahydro-s-indacen-1-yl][2-methyl-4-(3,5-dimethylphenyl)-5-methoxy-6-t-butylinden-1-yl]zirconium dichloride [Cl-].[Cl-].C[Si](=[Zr+2](C1C(=CC2=C(C(=C(C=C12)C(C)(C)C)OC)C1=CC(=CC(=C1)C)C)C)C1C(=CC2=C(C=3CCCC3C(=C12)C1=CC(=CC(=C1)C)C)C1=CC(=CC(=C1)C)C)C)C